FC=1C=C2C(=NC1/C=C/C(=O)OC)N(N=C2)C2OCCCC2 Methyl (E)-3-(5-fluoro-1-(tetrahydro-2H-pyran-2-yl)-1H-pyrazolo[3,4-b]pyridin-6-yl)acrylate